3-ethyl-2-[(3-ethyl-2-benzothiazolylidene)methyl]benzothiazolium C(C)[N+]1=C(SC2=C1C=CC=C2)C=C2SC1=C(N2CC)C=CC=C1